trans-tert-butyldimethyl-(non-6,8-dien-1-yloxy)silane C(C)(C)(C)[Si](OCCCCC\C=C\C=C)(C)C